ClC1=CC=C(OC2CCN(CC2)CC[C@@H]2N(CCC2)S(=O)(=O)C2=CC=C3C=CNC3=C2)C=C1 6-[(2R)-2-[2-[4-(4-chlorophenoxy)piperidin-1-yl]ethyl]pyrrolidin-1-yl]sulfonyl-1H-indole